ClC1=C(C=NC=C1)OC1CCN(CC1)C(=O)OC(C)(C)C tert-butyl 4-((4-chloropyridin-3-yl)oxy)piperidine-1-carboxylate